NC1=NN=C(S1)OCC1=CC=C(C=N1)C(C)=O 1-(6-(((5-amino-1,3,4-thiadiazol-2-yl)oxy)methyl)pyridin-3-yl)ethanone